3-[3-[1-(2-chloroethyl)-4-piperidyl]-5-(4-chlorophenyl)pyrazol-1-yl]-6-methyl-pyridazine ClCCN1CCC(CC1)C1=NN(C(=C1)C1=CC=C(C=C1)Cl)C=1N=NC(=CC1)C